N,N-dimethylethanamine CN(CC)C